C1(=CC=C(C=C1)N1C=NN(C1=O)CSC1=CC(=C(OCC(=O)O)C=C1)C)C1=CC=CC=C1 2-(4-(((4-([1,1'-Biphenyl]-4-yl)-5-oxo-4,5-dihydro-1H-1,2,4-triazol-1-yl)methyl)thio)-2-methylphenoxy)acetic acid